C(C#CC#C)O pentan-2,4-diyn-1-ol